(3R)-3-amino-8-fluoro-7-[5-(5-methyl-1,3,4-oxadiazol-2-yl)-1,2,4-oxadiazol-3-yl]-1,1-dioxo-5-[[4-(trifluoromethoxy)phenyl]methyl]-2,3-dihydro-1lambda6,5-benzothiazepin-4-one N[C@H]1CS(C2=C(N(C1=O)CC1=CC=C(C=C1)OC(F)(F)F)C=C(C(=C2)F)C2=NOC(=N2)C=2OC(=NN2)C)(=O)=O